3-methyl-5-(4,4,5,5-tetramethyl-1,3,2-dioxaborolan-2-yl)pyridin-2-amine CC=1C(=NC=C(C1)B1OC(C(O1)(C)C)(C)C)N